2,2'-azobis[N-(2-carboxyethyl)-2-methylpropaneamide] N(=NC(C(=O)NCCC(=O)O)(C)C)C(C(=O)NCCC(=O)O)(C)C